NC1=CC(=C(C(=C1)F)O)F 4-amino-2,6-difluorophenol